propan-2-yl 4-toluenesulfonate CC1=CC=C(C=C1)S(=O)(=O)OC(C)C